ClC=1C2=CN(N=C2C=CC1C1=NNC2=NC(=CN=C21)N2C[C@H]1C([C@H]1C2)(C=2SC=C(N2)C)CN)C(F)F ((1R,5S,6r)-3-(3-(4-chloro-2-(difluoromethyl)-2H-indazol-5-yl)-1H-pyrazolo[3,4-b]pyrazin-6-yl)-6-(4-methylthiazol-2-yl)-3-azabicyclo[3.1.0]hexan-6-yl)methanamine